CC(CC[C@@H](C(=O)O)NCC=1C=NC(=CC1)C)(C)C (2S)-5,5-dimethyl-2-{[(6-methylpyridin-3-yl)methyl]amino}hexanoic acid